methyl-cyanamide methyl-formate calcium salt [Ca].COC=O.CNC#N